1,3-bis-(hydroxymethyl)-5-phenylbenzene OCC1=CC(=CC(=C1)C1=CC=CC=C1)CO